(S)-3-((1-(1-acryloylpyrrolidin-3-yl)-4-amino-1H-pyrazolo[3,4-d]pyrimidin-3-yl)ethynyl)-N-(4-chloro-3-(trifluoromethyl)phenyl)-5-methoxybenzamide C(C=C)(=O)N1C[C@H](CC1)N1N=C(C=2C1=NC=NC2N)C#CC=2C=C(C(=O)NC1=CC(=C(C=C1)Cl)C(F)(F)F)C=C(C2)OC